FC(C1=NN=C(O1)C1=CC=C(CN2C(N(C=3C2=NC=CC3)C3CCN(CC3)C3COC3)=O)C=C1)F 3-(4-(5-(difluoromethyl)-1,3,4-oxadiazol-2-yl)benzyl)-1-(1-(oxetan-3-yl)piperidin-4-yl)-1,3-dihydro-2H-imidazo[4,5-b]pyridin-2-one